N-[(6-Amino-2-pyridyl)sulfonyl]-6-cyano-2-[(4S)-2,2,4-trimethylpyrrolidin-1-yl]pyridin-3-carboxamid NC1=CC=CC(=N1)S(=O)(=O)NC(=O)C=1C(=NC(=CC1)C#N)N1C(C[C@@H](C1)C)(C)C